5-hydroxy-5-methyl-3-(trifluoromethyl)-5,6,6a,7,9,10-hexahydro-8H-pyrazino[1,2-a][1,8]naphthyridin OC1(CC2N(C=3N=CC(=CC13)C(F)(F)F)CCNC2)C